NC1=C(C2=CC=CC=C2C=C1)CC1=CC(=CC2=CC=CC=C12)N 4-((2-aminonaphthalene-1-yl)methyl)naphthalen-2-amine